C(CCCCCCCCCCCCCC)C1OCC(O1)COCCCO 3-((2-pentadecyl-1,3-dioxolan-4-yl)methoxy)propan-1-ol